C(C)(C)(C)OC(N[C@@H](CO)C=1SC=C(C1)C(NO)=N)=O (S)-(2-hydroxy-1-(4-(N-hydroxycarbamimidoyl)thiophen-2-yl)ethyl)carbamic acid tert-butyl ester